N,N-diethyl-N-cyclohexyl-amine C(C)N(C1CCCCC1)CC